((2R,5R)-5-methyl-2-(((R)-3-methylmorpholino)methyl)piperazin-1-yl)ethan-1-one C[C@H]1NC[C@@H](N(C1)C(C)=O)CN1[C@@H](COCC1)C